methyl-D-serine CN[C@H](CO)C(=O)O